O=C1OC2=CC=C(C=C2C=C1)N1N=NC(=C1)C1=CC=CC=C1 2-oxo-6-(4-phenyl-1H-1,2,3-triazol-1-yl)-2H-chromene